1,3,3-Trimethylbicyclo[2.2.1]heptan-2-yl-2-hydroxybenzoat CC12C(C(C(CC1)C2)(C)C)OC(C2=C(C=CC=C2)O)=O